(S)-4-((1-(8-(2-(2-hydroxypropan-2-yl)pyrimidin-5-yl)-1-oxo-2-phenyl-1,2-dihydroisoquinolin-3-yl)ethyl)amino)pyrido[2,3-d]pyrimidin-5(8H)-one OC(C)(C)C1=NC=C(C=N1)C=1C=CC=C2C=C(N(C(C12)=O)C1=CC=CC=C1)[C@H](C)NC=1C2=C(N=CN1)NC=CC2=O